C(C)(C)(C)OC(N(C)C=1SC(=C(N1)C)C(C)=O)=O (5-acetyl-4-methylthiazol-2-yl)(methyl)carbamic acid tert-butyl ester